O=CCCCCC(=O)OCC 1-Ethyl 6-oxohexanoate